NC1CC2(C1)CC(C2)C(=O)NC=2C=NC(=CC2Cl)Cl 2-amino-N-(4,6-dichloro-3-pyridinyl)spiro[3.3]heptane-6-carboxamide